CC1=NC(=CC(=N1)NC1=CC2=C(C=N1)C(NN2C2=C(C=C(C=C2)C2=NN(C=N2)C)OC)=O)C 6-((2,6-dimethylpyrimidin-4-yl)amino)-1-(2-methoxy-4-(1-methyl-1H-1,2,4-triazol-3-yl)phenyl)-1,2-dihydro-3H-pyrazolo[4,3-c]pyridin-3-one